CC=1NC2=CC=C(C=C2C1)C 2,5-Dimethylindole